FC1(C(=CC=CC1C[C@@H]1N(CC([C@@H]1NS(=O)(=O)CC)(F)F)C(=O)[C@@H]1OCCC1)C1=CC=CC=C1)F N-((2S,3R)-2-[(2,2-difluoro[1,1'-biphenyl]-3-yl)methyl]-4,4-difluoro-1-[(2R)-oxolane-2-carbonyl]pyrrolidin-3-yl)ethanesulfonamide